5-(2-Isopropylpyrimidin-4-yl)-4-methylthiazol-2-amine C(C)(C)C1=NC=CC(=N1)C1=C(N=C(S1)N)C